C(C)OC(=O)C=1OC2=C(C1C)C=C(C=C2)S(N(CCC2=CC=CC=C2)C2=C(C=CC=C2)N2CCN(CC2)C(=O)C2CCCC2)(=O)=O 5-(N-(2-(4-(cyclopentanecarbonyl)piperazin-1-yl)phenyl)-N-phenethylsulfamoyl)-3-methylbenzofuran-2-carboxylic acid ethyl ester